CC1(NC2=CC=C(C=C2C1C)S(=O)(=O)O)C 2,2,3-trimethyl-[3H]-indole-5-sulfonic acid